tert-butyl (2-oxo-5-phenylpyrrolidin-1-yl)carbamate O=C1N(C(CC1)C1=CC=CC=C1)NC(OC(C)(C)C)=O